N-[[(4S)-7,8-dichloro-6-(2,6-difluorophenyl)-4-methyl-4H-[1,2,4]triazolo[1,5-a][1,4]benzodiazepin-2-yl]methyl]acetamide ClC1=C(C=CC2=C1C(=N[C@H](C=1N2N=C(N1)CNC(C)=O)C)C1=C(C=CC=C1F)F)Cl